NC=1C2=C(N=CN1)N(C=C2I)[C@@H]2C[C@H](C2)CO (trans-3-(4-amino-5-iodo-7H-pyrrolo[2,3-d]pyrimidin-7-yl)cyclobutyl)methanol